ClC1=C(C(=O)NC(=O)N(C2=CC=C(C=C2)Cl)C)C(=CC=C1)Cl N-(2,6-dichlorobenzoyl)-N'-(methyl)-N'-(4-chlorophenyl)urea